6-acetyl-8-cyclopentyl-2-[[6-[4-[4-(hydroxymethyl)phenoxy]-1-piperidyl]-3-pyridyl]amino]-5-methyl-pyrido[2,3-d]pyrimidin-7-one C(C)(=O)C1=C(C2=C(N=C(N=C2)NC=2C=NC(=CC2)N2CCC(CC2)OC2=CC=C(C=C2)CO)N(C1=O)C1CCCC1)C